ClC=1C(C(C1N(F)F)=O)=O 3-chloro-4-(perfluoroamino)-3-cyclobutene-1,2-dione